2-(3-bromo-4-cyano-2-fluorophenoxy)acetic acid ethyl ester C(C)OC(COC1=C(C(=C(C=C1)C#N)Br)F)=O